3-(1-isopropyl-1H-pyrazol-5-yl)-6-(2-morpholinylpyrimidin-5-yl)-2,3-dihydropyrazolo[1,2-a]indazol-9(1H)-one C(C)(C)N1N=CC=C1C1CCN2N1C=1C=C(C=CC1C2=O)C=2C=NC(=NC2)N2CCOCC2